C(C)(C)(C)OC(=O)N1CC2(C1)OC[C@H](C2)OS(=O)(=O)C (S)-7-((methylsulfonyl)oxy)-5-oxa-2-azaspiro[3.4]octane-2-carboxylic acid tert-butyl ester